BrC=1C=C2C(=NC1)C[C@@]1(C(NC3=NC=CC=C31)=O)C2 (S)-3-bromo-5,7-dihydrospiro[cyclopenta[B]pyridine-6,3'-pyrrolo[2,3-B]pyridine]-2'(1'h)-one